O1CCOC12CC=C(CC2)C2=CC=C(C=C2)NC(OCC2=CC=CC=C2)=O benzyl (4-(1,4-dioxaspiro[4.5]dec-7-en-8-yl)phenyl)carbamate